seleno-methionine N[C@@H](CC[Se]C)C(=O)O